1-((3-fluoro-1-methylpyrrolidin-3-yl)methyl)-1-(4-fluorobenzyl)-3-(4-isobutoxybenzyl)urea FC1(CN(CC1)C)CN(C(=O)NCC1=CC=C(C=C1)OCC(C)C)CC1=CC=C(C=C1)F